tert-butyl 4-(6-cyclopropyl-2-((1,3-dioxoisoindolin-2-yl)methyl)imidazo[1,2-a]pyridin-8-yl)-4-hydroxypiperidine-1-carboxylate C1(CC1)C=1C=C(C=2N(C1)C=C(N2)CN2C(C1=CC=CC=C1C2=O)=O)C2(CCN(CC2)C(=O)OC(C)(C)C)O